FC(CN1N=CC=2C1=NC(=CN2)N2CCC1(CCC(C1)OC=1C=NC=CC1C(F)(F)F)CC2)F 8-(1-(2,2-difluoroethyl)-1H-pyrazolo[3,4-b]pyrazin-6-yl)-2-((4-(trifluoromethyl)pyridin-3-yl)oxy)-8-azaspiro[4.5]decane